7-((R)-4-(dimethylamino)-3,3-difluoropiperidin-1-yl)-4-methyl-N-((R)-1-(2-methyl-3-(trifluoromethyl)phenyl)ethyl)phthalazin-1-amine CN([C@H]1C(CN(CC1)C1=CC=C2C(=NN=C(C2=C1)N[C@H](C)C1=C(C(=CC=C1)C(F)(F)F)C)C)(F)F)C